4-methyl-4'-(trifluoromethyl)-1,1'-biphenyl CC1=CC=C(C=C1)C1=CC=C(C=C1)C(F)(F)F